N-(3-chloropropyl)pyrrolidine ClCCCN1CCCC1